3-O-(2,3-dihydroxypropyl)ascorbic acid OC(COC1=C(C(=O)O[C@@H]1[C@@H](O)CO)O)CO